BrCCCCCCCC(=O)NC=1C=C(C[C@H](N)C(=O)O)C=CC1 m-(8-bromooctanamido)-L-phenylalanine